C[SiH](C)C.[K] potassium trimethylsilane